Methyl 6-bromo-1-(difluoromethyl)indazole-5-carboxylate BrC1=C(C=C2C=NN(C2=C1)C(F)F)C(=O)OC